CN1N=CC2=CC=C(C=C12)C1=CN=CC2=C1SCCN2S(=O)(=O)C2=CC=C(C#N)C=C2 4-((8-(1-Methyl-1H-indazol-6-yl)-2,3-dihydro-4H-pyrido[4,3-b][1,4]thiazin-4-yl)sulfonyl)benzonitrile